NC=1C(=C(C=C2C=C(N=CC12)NC(=O)NC1COCC1F)C1=C(C2=C(OCCN2)N=C1)C)F 1-(8-Amino-7-fluoro-6-(8-methyl-2,3-dihydro-1H-pyrido[2,3-b][1,4]oxazin-7-yl)isoquinolin-3-yl)-3-(4-fluorotetrahydrofuran-3-yl)urea